N[C@H](C(=O)O)CS (R)-2-amino-3-sulfanylpropionic acid